BrC=1C(=NC(=NC1)NC1=C(C=C(C(=C1)C)N1C[C@@H]2C([C@H](C1)C2)N2CCN(CC2)C)OC)NC=2C=C1N=CC=NC1=CC2 6-((5-bromo-2-((2-methoxy-5-methyl-4-((1R,5S,6r)-6-(4-methylpiperazin-1-yl)-3-azabicyclo[3.1.1]heptan-3-yl)phenyl)amino)pyrimidin-4-yl)amino)quinoxalin